rac-(2R,3S,5R)-3-(4-fluoro-2-methoxy-phenyl)-5-methyl-5-(trifluoromethyl)tetrahydrofuran-2-carboxylic acid FC1=CC(=C(C=C1)[C@H]1[C@@H](O[C@](C1)(C(F)(F)F)C)C(=O)O)OC |r|